OCCCC1CCC(CC1)=O 4-(3-hydroxypropyl)cyclohexan-1-one